FC1=C(C=C(C=C1)F)C1N(CCOC1)C1=NC=2N(C=C1)N=CC2C(=O)OCC ethyl 5-(3-(2,5-difluorophenyl)morpholinyl)pyrazolo[1,5-a]pyrimidine-3-carboxylate